NCC1=CC=C(C=C1)NC(=O)C1=CC2=C(OCCC3=C2SC=C3)C=C1C1=C(C(=O)O)C=C(C=C1)C(NCC(C)C)=O 2-(9-((4-(aminomethyl)phenyl)carbamoyl)-4,5-dihydrobenzo[b]thieno[2,3-d]oxepin-8-yl)-5-(isobutylcarbamoyl)benzoic acid